methyl (E)-2-((tert-butoxycarbonyl)amino)-3-(1-methyl-1H-imidazol-2-yl)acrylate C(C)(C)(C)OC(=O)N\C(\C(=O)OC)=C\C=1N(C=CN1)C